N,N-dimethyl-N-ethyl-N-pentylammonium C[N+](CCCCC)(CC)C